FC=1C=CC=C2COCCOC3=C(C=CC(C4=NNC5=CN=C(C12)C=C45)=C3)N3CCN(CC3)C 16-fluoro-5-(4-methylpiperazin-1-yl)-7,10-dioxa-19,22,23-triazapentacyclo[16.5.2.12,6.012,17.021,24]hexacosa-1(23),2(26),3,5,12,14,16,18,20,24-decaene